(R)-4-((dimethyl-amino)methyl)-N'-((5-fluoro-2,4-diisopropylpyridin-3-yl)carbamoyl)benzene-sulfonimidamide CN(C)CC1=CC=C(C=C1)[S@@](=O)(N)=NC(NC=1C(=NC=C(C1C(C)C)F)C(C)C)=O